2-chloro-N-[2-(hydroxymethyl)-3-methoxyphenyl]Acetamide ClCC(=O)NC1=C(C(=CC=C1)OC)CO